ClC=1C=C(C=C(C1)F)C1NCC(CC1)C 2-(3-chloro-5-Fluorophenyl)-5-methylpiperidine